1,2,3,4-tetrahydro-1,8-naphthyridin-4-one N1CCC(C2=CC=CN=C12)=O